(1R,4s)-9-bromo-4-hydroxy-1-methyl-1,2,3,4-tetrahydrobenzo[4,5]imidazo[1,2-a]pyridine-7-carboxylate BrC1=CC(=CC=2N=C3N([C@@H](CC[C@@H]3O)C)C21)C(=O)[O-]